tri(5,5-dimethyl-1-hexyl) citrate C(CC(O)(C(=O)OCCCCC(C)(C)C)CC(=O)OCCCCC(C)(C)C)(=O)OCCCCC(C)(C)C